BrC1=CC(=C(C=C1)CC[N+](=O)[O-])OC 4-bromo-2-methoxy-1-(2-nitroethyl)benzene